COC(C(=O)O)=O 2-methoxy-2-oxo-acetic acid